3-((4-carbamoyl-phenoxy)methyl)-4-fluorobenzo[b]thiophene-2-carboxylic acid benzyl ester C(C1=CC=CC=C1)OC(=O)C1=C(C2=C(S1)C=CC=C2F)COC2=CC=C(C=C2)C(N)=O